C(C)(C)C=1C=CC(=C(C1)C=1C2=C(C(N(C1)C)=O)NC=C2)OC2=CC(=CC=C2)N2CC(C2)N2CCNCC2 4-[5-isopropyl-2-[3-(3-piperazin-1-ylazetidin-1-yl)phenoxy]phenyl]-6-methyl-1H-pyrrolo[2,3-c]pyridin-7-one